C1(CCCCC1)N1SC2=C(C1=O)C=CC=C2 N-cyclohexyl-1,2-benzisothiazolin-3-one